methyl-6-oxo-5,6-dihydro-1,5-naphthyridine-3-carboxylate COC(=O)C=1C=NC=2C=CC(NC2C1)=O